C1NCC12OC[C@H](C2)N2CCC(CC2)C2=C(OC1CC(C1)C(C)(C)O)C=CC(=C2)F (S)-2-(3-(2-(1-(5-oxa-2-azaspiro[3.4]octan-7-yl)piperidin-4-yl)-4-fluorophenoxy)cyclobutyl)propan-2-ol